C1(CC1)C1=CC2=C(N=C(N=C2)NC2CCN(CC2)S(=O)(=O)C)C(=N1)C1CC2(C1)OCCN(C2)C(=O)OC(C)(C)C tert-butyl 2-(6-cyclopropyl-2-((1-(methylsulfonyl)piperidin-4-yl)amino)pyrido[3,4-d]pyrimidin-8-yl)-5-oxa-8-azaspiro[3.5]nonane-8-carboxylate